BrC1=CC(=CN(C1=O)C)OC1=C(N=NN1CC1=CC=C(C=C1)OC)C(=O)OCC Ethyl 5-((5-bromo-1-methyl-6-oxo-1,6-dihydropyridin-3-yl)oxy)-1-(4-methoxybenzyl)-1H-1,2,3-triazole-4-carboxylate